tert-butyl 4-(6-(8-fluoro-2-methylimidazo[1,2-a]pyridin-6-yl)thieno[3,2-b]pyridin-2-yl)-3,6-dihydropyridine-1(2H)-carboxylate FC=1C=2N(C=C(C1)C=1C=C3C(=NC1)C=C(S3)C=3CCN(CC3)C(=O)OC(C)(C)C)C=C(N2)C